2-[4-cyclopropyl-2-(difluoromethyl)-6-fluorophenyl]-6-(1-methyl-1H-pyrazol-3-yl)-2,5-dihydro-4H-pyrazolo[3,4-d]pyrimidin-4-one C1(CC1)C1=CC(=C(C(=C1)F)N1N=C2N=C(NC(C2=C1)=O)C1=NN(C=C1)C)C(F)F